BrC1=C(C=NNC1=O)OC(CO[C@]1(NC=C1)C(=O)N(C1CCN(CC1)C1=NC=C(C=N1)C(F)(F)F)C)C (S)-2-(2-((5-bromo-6-oxo-1,6-dihydropyridazin-4-yl)oxy)propoxy)-N-methyl-N-(1-(5-(trifluoromethyl)pyrimidin-2-yl)piperidin-4-yl)azetamide